N1(N=CC=C1)C=1C=NC2=CC=C(C=C2N1)C(=O)C=1C=C(C=CC1F)NC(=O)NC1=CC=C(C=C1)F 1-(3-(3-(1H-pyrazol-1-yl)quinoxaline-6-carbonyl)-4-fluorophenyl)-3-(4-fluorophenyl)urea